NC=1C=C(C=C(C1)C(F)F)[C@@H](C)NC1=NC(=NC2=C3C(=C(C=C12)N1CCOCC1)OC(C3)(C)C)C |r| (R/S)-N-(1-(3-amino-5-(difluoromethyl)phenyl)ethyl)-2,8,8-trimethyl-6-morpholino-8,9-dihydrofuro[2,3-h]quinazolin-4-amine